(R)-(3-Aminopiperidin-1-yl)(2-(3-ethyl-1H-indol-2-yl)-1-methyl-1H-benzo[d]imidazol-5-yl)methanone N[C@H]1CN(CCC1)C(=O)C1=CC2=C(N(C(=N2)C=2NC3=CC=CC=C3C2CC)C)C=C1